BrC=1C=C(C=CC1F)N1C(=NOC1=O)C1=NON=C1OCCSC 4-(3-bromo-4-fluorophenyl)-3-(4-(2-(methylthio)ethoxy)-1,2,5-oxadiazol-3-yl)-1,2,4-oxadiazol-5(4H)-one